rac-tert-butyl (2S,3R)-3-amino-4,4-difluoro-2-((2-fluoro-[1,1'-biphenyl]-3-yl)methyl)pyrrolidine-1-carboxylate N[C@@H]1[C@@H](N(CC1(F)F)C(=O)OC(C)(C)C)CC=1C(=C(C=CC1)C1=CC=CC=C1)F |r|